C(C)OC(C)OCCC1=CC=CC=C1 2-phenylethyl 1-ethoxyethyl ether